FC([C@H](O)C=1NC(=CN1)CC1=CC(=NC=C1)F)(F)F |r| rac-2,2,2-Trifluoro-1-(5-((2-fluoropyridin-4-yl)methyl)-1H-imidazol-2-yl)ethan-1-ol